2-(2-isopropylphenyl)-9-(4-(1-methyl-5-(1-methylpiperidin-4-yl)-1H-imidazol-2-yl)benzyl)-7,9-dihydro-8H-purin-8-one C(C)(C)C1=C(C=CC=C1)C1=NC=C2NC(N(C2=N1)CC1=CC=C(C=C1)C=1N(C(=CN1)C1CCN(CC1)C)C)=O